O1CCOC2=C1C=CC=C2C=O 2,3-dihydro-1,4-benzodioxin-5-carbaldehyde